(2-bromo-4-fluorophenyl)-2-(2-bromo-4-fluorophenoxy)acetamide BrC1=C(C=CC(=C1)F)C(C(=O)N)OC1=C(C=C(C=C1)F)Br